lead-calcium-silver-tin-strontium [Sr].[Sn].[Ag].[Ca].[Pb]